rac-2-chloro-1-((2R,4S)-1-(4-methoxy-2-((1S*,2S*)-2-(4-methylpyrimidin-2-yl)cyclopropyl)quinolin-7-yl)-4-((triisopropylsilyl)oxy)pyrrolidin-2-yl)ethan-1-one ClCC(=O)[C@@H]1N(C[C@H](C1)O[Si](C(C)C)(C(C)C)C(C)C)C1=CC=C2C(=CC(=NC2=C1)[C@@H]1[C@H](C1)C1=NC=CC(=N1)C)OC |r|